C(CCC)C1=C(C(=C(C(=N1)O)S(=O)(=O)C1=CC=C(C=C1)C=1C(=CC=CC1)C(=O)N(C)C)O)N(CC)C1=CC(=CC=C1)C#N 4'-((6-butyl-5-((3-cyanophenyl)(ethyl)amino)-2,4-dihydroxypyridin-3-yl)sulfonyl)-N,N-dimethyl-[1,1'-biphenyl]-2-carboxamide